(S)-2-(4-fluoro-3,5-dimethylbenzyl)-N-hydroxy-6-(((S)-2-hydroxy-1-(5-methylpyridin-2-yl)ethyl)amino)hexanamide FC1=C(C=C(C[C@@H](C(=O)NO)CCCCN[C@H](CO)C2=NC=C(C=C2)C)C=C1C)C